N=1N(N=CC1)C1=CC=C(CN2C(C(N(CC2)C23CC(C2)C3)=O)=O)C=C1 1-(4-(2H-1,2,3-triazol-2-yl)benzyl)-4-(bicyclo[1.1.1]pentan-1-yl)piperazine-2,3-dione